1-(2-((2-(2-fluoro-6-methoxyphenyl)pyrimidin-4-yl)amino)-5-(1-(tetrahydro-2H-pyran-4-yl)-1H-pyrazol-4-yl)pyridin-4-yl)piperidin-3-carboxamide FC1=C(C(=CC=C1)OC)C1=NC=CC(=N1)NC1=NC=C(C(=C1)N1CC(CCC1)C(=O)N)C=1C=NN(C1)C1CCOCC1